ClC1=CC=CC=2N(C(NC21)=O)C 4-CHLORO-1-METHYL-1H-BENZO[D]IMIDAZOLE-2(3H)-ONE